(E)-N-(4-(3-(4-(4-(dimethylamino)but-2-enoyl)piperazin-1-yl)pyridin-4-yl)-2-methylbenzyl)-3-(1-methylcyclopropyl)-1,2,4-oxadiazole-5-carboxamide CN(C/C=C/C(=O)N1CCN(CC1)C=1C=NC=CC1C1=CC(=C(CNC(=O)C2=NC(=NO2)C2(CC2)C)C=C1)C)C